COC(C(=[N+]=[N-])C1=CC(=C(C(=C1)OC)OC)OC)=O alpha-diazo-3,4,5-trimethoxyphenyl-acetic acid methyl ester